(±)-3-chloro-5-methyl-4-nitro-1-(tetrahydro-2H-pyran-3-yl)-1H-pyrazole ClC1=NN(C(=C1[N+](=O)[O-])C)[C@H]1COCCC1 |r|